S1C2=C(C=C1)C(=CC=C2)N2CCN(CC2)CCCCOC2=CC=C1C=CC(N(C1=C2)C(=O)OC2CCCCC2)=O cyclohexyl 7-(4-(4-(benzo[b]thiophen-4-yl)piperazin-1-yl)butoxy)-2-oxoquinoline-1(2H)-carboxylate